bis{1-ethyl-(3-oxetanyl) methoxymethyl} ether C(C)C(OCOCOC(CC)C1COC1)C1COC1